[4-(4-Aminophenyl)tetrahydropyran-4-yl](3,3-difluoroazetidin-1-yl)methanone NC1=CC=C(C=C1)C1(CCOCC1)C(=O)N1CC(C1)(F)F